1-(4-(4-chlorobenzyl)-3,4-dihydroquinoxaline-1(2H)-yl)-2-(piperidin-1-yl)propan-1-one ClC1=CC=C(CN2CCN(C3=CC=CC=C23)C(C(C)N2CCCCC2)=O)C=C1